ClC=1C2=C(N=CN1)N(C(=C2)C2=CC=C(C=C2)CO)COCC[Si](C)(C)C (4-(4-Chloro-7-((2-(trimethylsilyl)ethoxy)methyl)-7H-pyrrolo[2,3-d]pyrimidin-6-yl)phenyl)methanol